O1S(OC2C1CCC2)(=O)=O tetrahydro-4H-cyclopenta[d][1,3,2]dioxathiole-2,2-dioxide